BrC=1C=CC2=C(CN(S2(=O)=O)CC2=CC=C(C=C2)OC)C1 5-bromo-2-(4-methoxybenzyl)-2,3-dihydrobenzo[d]isothiazole 1,1-dioxide